C1(=CC(=CC=C1)CN=C=O)CN=C=O 1,3-xylylenediisocyanate